2-((6aR,8R)-6a-(difluoromethyl)-8-((5-vinylpyridin-2-yl)oxy)-5,6,6a,7,8,9-hexahydro-pyrrolo[1',2':4,5]pyrazino[2,3-c]pyridazin-2-yl)phenol FC([C@]12N(C=3C(=NN=C(C3)C3=C(C=CC=C3)O)NC1)C[C@@H](C2)OC2=NC=C(C=C2)C=C)F